4-oxaspiro[2.5]octan-8-one C1CC12OCCCC2=O